(3S,4R) or (3R,4S)-4-(4-(6-chloro-2-((5-chloro-1-cyclopropyl-1H-pyrazol-4-yl)amino)quinazolin-7-yl)piperidin-1-yl)tetrahydrofuran-3-carbonitrile ClC=1C=C2C=NC(=NC2=CC1C1CCN(CC1)[C@@H]1[C@H](COC1)C#N)NC=1C=NN(C1Cl)C1CC1 |o1:17,18|